[Cl-].OCCN1CN(C=C1)CCO 1,3-bis(2-hydroxyethyl)imidazole chloride